2,3,4',5,6-Pentafluoro-[1,1'-Biphenyl]-4-carboxylic acid methyl ester COC(=O)C1=C(C(=C(C(=C1F)F)C1=CC=C(C=C1)F)F)F